Methyl 2-(4-methyl-5-oxo-6-((1-((2-(trimethylsilyl)ethoxy)methyl)-1H-indazol-4-yl)methyl)-5,6-dihydro-4H-thiazolo[5',4':4,5]pyrrolo[2,3-d]pyridazin-2-yl)-2-phenylacetate CN1C2=C(C3=C1C(N(N=C3)CC3=C1C=NN(C1=CC=C3)COCC[Si](C)(C)C)=O)SC(=N2)C(C(=O)OC)C2=CC=CC=C2